ClC1=NC=C2C(=N1)N(N=C2)C[C@H]2N(CC2)C(=O)OC(C)(C)C tert-butyl (S)-2-((6-chloro-1H-pyrazolo[3,4-d]pyrimidin-1-yl)methyl)azetidine-1-carboxylate